CN(C)\C=N\C1=NC=CC2=C1NC(N2[C@H]2CN(CCC2)C(=O)OC(C)(C)C)=O tert-butyl (R,E)-3-(4-(((dimethylamino)methylene)amino)-2-oxo-2,3-dihydro-1H-imidazo[4,5-c]pyridin-1-yl)piperidine-1-carboxylate